C1(CCC1)C1C(N(CCC1)CC(CN1C2=CC=C(C=C2C=2C=C(C=CC12)F)F)O)=O 3-cyclobutyl-1-(3-(3,6-difluoro-9H-carbazol-9-yl)-2-hydroxypropyl)piperidin-2-one